FC(OC=1C=C(C=CC1)C1=CC(=CO1)C(=O)NC1=NC(=NS1)CCl)F 5-(3-(Difluoromethoxy)phenyl)-N-(3-(chloromethyl)-1,2,4-thiadiazol-5-yl)furan-3-carboxamide